R-(-)-4-(2-amino-1-hydroxyethyl)phenol NC[C@H](O)C1=CC=C(C=C1)O